2-(9,9'-dimethylfluorenyl)-1-spiro-9,9'-bifluorenylamine CC1(C2=CC=CC=C2C=2C=CC=C(C12)C1=C(C=2C3(C4=CC=CC=C4C2C=C1)C1=CC=CC=C1C1=CC=CC=C13)N)C